dimethyl (4-(3-amino-6-(5-methylthiophen-2-yl)pyrazine-2-carboxamido)phenylsulfonyl)methylphosphonate NC=1C(=NC(=CN1)C=1SC(=CC1)C)C(=O)NC1=CC=C(C=C1)S(=O)(=O)CP(OC)(OC)=O